C1(CC2C(CC1)O2)COC(CCCCC(=O)OCC2CC1C(CC2)O1)=O.C12(C(CCCC1)O2)CC21C(CC(CC2)C(=O)O)O1 4-epoxycyclohexylmethyl-3,4-epoxycyclohexanecarboxylic acid bis(3,4-epoxycyclohexylmethyl)adipate